NC1=C(C#N)C=C(C=C1)OC1=CC=C(C=C1)C(F)(F)F amino-5-(4-(trifluoromethyl)phenoxy)benzonitrile